5-bromo-2-chloro-N-cyclopentylamine BrC1CCC(C1N)Cl